CC1([C@H]2CN([C@@H]([C@@H]12)C(=O)N[C@@H](C[C@H]1C(NCC1)=O)C#C)C(COC1=CC=C(C=C1)OC(F)(F)F)=O)C (1R,2S,5S)-6,6-Dimethyl-N-((S)-1-((S)-2-oxopyrrolidin-3-yl)but-3-yn-2-yl)-3-(2-(4-(trifluoromethoxy)phenoxy)acetyl)-3-azabicyclo[3.1.0]hexane-2-carboxamide